1-benzhydryl-1H-imidazol C(C1=CC=CC=C1)(C1=CC=CC=C1)N1C=NC=C1